bis(benzimidazolyl)lanthanum N1=C(NC2=C1C=CC=C2)[La]C=2NC1=C(N2)C=CC=C1